(benzylthio)-1-cyclopropyl-3-(difluoromethyl)-1H-pyrazole C(C1=CC=CC=C1)SC=1C(=NN(C1)C1CC1)C(F)F